Morpholinyl-dithiocarbamic acid N1(CCOCC1)NC(S)=S